2-hydroxypropansulfonat OC(CS(=O)(=O)[O-])C